1-(7-(1-(4-Chlorobenzyl)piperidin-3-yl)-2-methylpyrazolo[1,5-a]pyrimidin-3-yl)-N-(thiophen-2-ylmethyl)methanamine ClC1=CC=C(CN2CC(CCC2)C2=CC=NC=3N2N=C(C3CNCC=3SC=CC3)C)C=C1